β-methyl-p-iodophenylpentadecanoic acid CC(C(C(=O)O)C1=CC=C(C=C1)I)CCCCCCCCCCCC